4-[(3R,5S,8S,9S,10R,13R,14S,17R)-4-fluoro-3-hydroxy-10,13-dimethyl-3-(4-phenylphenyl)-1,2,4,5,6,7,8,9,11,12,14,15,16,17-tetradecahydrocyclopenta[a]phenanthren-17-yl]pentanoic acid FC1[C@@](CC[C@@]2([C@H]3CC[C@@]4([C@H](CC[C@H]4[C@@H]3CC[C@H]12)C(CCC(=O)O)C)C)C)(C1=CC=C(C=C1)C1=CC=CC=C1)O